ethyl 2-(3-(2-oxo-1,2,4,5-tetrahydro-3H-benzo[d][1,3]diazepin-3-yl)phenoxy)acetate O=C1N(CCC2=C(N1)C=CC=C2)C=2C=C(OCC(=O)OCC)C=CC2